[7-[methyl-(3-methyl-1-tetrahydropyran-2-yl-indazol-6-yl)amino]-1-oxo-isoindolin-2-yl]-N-(2,2,2-trifluoroethyl)acetamide CN(C=1C=CC=C2CN(C(C12)=O)CC(=O)NCC(F)(F)F)C1=CC=C2C(=NN(C2=C1)C1OCCCC1)C